1-(1-tert-butoxycarbonyl-4-piperidyl)-5-methyl-triazole-4-carboxylic acid C(C)(C)(C)OC(=O)N1CCC(CC1)N1N=NC(=C1C)C(=O)O